ClC=1C=NC(=NC1)[C@H]([C@H](C)S(=O)(=O)NC1=NN=C(N1C1(CC1)C=1C=NC=CC1)COC)OC (1R,2S)-1-(5-chloropyrimidin-2-yl)-1-methoxy-N-(5-(methoxymethyl)-4-(1-(pyridin-3-yl)cyclopropyl)-4H-1,2,4-triazol-3-yl)propane-2-sulfonamide